CC(C)NC(=O)C=1C=CC2=C(C1)[C@]1([C@@H](C1)C(=O)O)CCO2 (1'S,2'R)-6-[(propane-2-yl)carbamoyl]-2,3-dihydrospiro[[1]benzopyran-4,1'-cyclopropane]-2'-carboxylic acid